2-chloro-N4-[[4-[1-cyclobutyl-4-(trifluoromethyl)imidazol-2-yl]phenyl]methyl]pyrimidine-4,5-diamine ClC1=NC=C(C(=N1)NCC1=CC=C(C=C1)C=1N(C=C(N1)C(F)(F)F)C1CCC1)N